6-chloro-2-(6-fluoropyridin-3-yl)benzo[d]thiazole ClC1=CC2=C(N=C(S2)C=2C=NC(=CC2)F)C=C1